NC1=CC=C(C(=N1)CN(C)CC=1C=C(C(=C(C1)NC1=C(N=NC(=C1)Cl)C(=O)NC([2H])([2H])[2H])OC)C1=NN(C=N1)C)F 4-((5-((((6-Amino-3-fluoropyridin-2-yl)methyl)(methyl)amino)methyl)-2-methoxy-3-(1-methyl-1H-1,2,4-triazol-3-yl)phenyl)amino)-6-chloro-N-(methyl-d3)pyridazine-3-carboxamide